C(C)(C)[C@H]1CO[C@@]23CCN(C[C@H]3CCC(N21)=O)CC2=CC=C(C=C2)C (3S,7aR,11aR)-3-isopropyl-9-(p-tolylmethyl)-2,3,6,7,7a,8,10,11-octahydrooxazolo[2,3-j][1,6]naphthyridin-5-one